(1S,2R,3S,6R,7S,9R)-4-[(2S)-2-[(t-butoxycarbonyl)amino]-3,3-dimethylbutanoyl]-9-fluoro-4-azatricyclo[5.2.1.0^{2,6}]decane-3-carboxylic acid C(C)(C)(C)OC(=O)N[C@H](C(=O)N1[C@@H]([C@H]2[C@H]3[C@@H](C[C@@H]([C@H]2C1)C3)F)C(=O)O)C(C)(C)C